(3-methyl-5-tertiary butyl-4-hydroxyphenyl)propionyl chloride CC=1C=C(C=C(C1O)C(C)(C)C)CCC(=O)Cl